BrC1=CC=C(N1)C=O 5-BROMO-1H-PYRROLE-2-CARBALDEHYDE